[5-(chloromethyl)-1,3-benzoxazol-2-yl](5-fluoro-1,3-benzoxazol-2-yl)amine ClCC=1C=CC2=C(N=C(O2)NC=2OC3=C(N2)C=C(C=C3)F)C1